ClC1=CC=C(C(=N1)C(=O)NS(=O)(=O)C)N[C@H](C)C=1C=C(C=C2C(N(C(=NC12)N1CCN(CC1)C1=NC=CC=C1)C)=O)C (R)-6-chloro-3-((1-(3,6-dimethyl-4-oxo-2-(4-(pyridin-2-yl)piperazin-1-yl)-3,4-dihydroquinazolin-8-yl)ethyl)amino)-N-(methylsulfonyl)picolinamide